ClC=1C=C(C=C(C1)Cl)N1CCN(CC1)S(=O)(=O)C1=CC=C(C=C1)NC(=O)C=1C=C(C(=O)NCC(=O)OC(C)(C)C)C=CC1N(S(=O)(=O)C)C tert-butyl 2-[[3-[[4-[4-(3,5-dichlorophenyl)piperazin-1-yl]sulfonylphenyl]carbamoyl]-4-[methyl(methylsulfonyl)amino]benzoyl]amino]acetate